2-butyl-N7-isopropyl-1-(4-methoxybenzyl)-1H-imidazo[4,5-d]pyridazine-4,7-diamine C(CCC)C1=NC=2C(=C(N=NC2N)NC(C)C)N1CC1=CC=C(C=C1)OC